3-[[(1R)-1-[2-(2-Fluorophenyl)-3,6-dimethyl-4-oxo-chromen-8-yl]ethyl]amino]-6-methyl-pyridine-2-carbonitrile FC1=C(C=CC=C1)C=1OC2=C(C=C(C=C2C(C1C)=O)C)[C@@H](C)NC=1C(=NC(=CC1)C)C#N